oxetan-3-yl (4-((7-cyano-2-((5',6'-dihydrospiro[cyclobutane-1,4'-pyrrolo[1,2-b]pyrazol]-2'-yl)amino)-1-methyl-1H-imidazo[4,5-b]pyridin-6-yl)oxy)pyridin-2-yl)carbamate C(#N)C1=C2C(=NC=C1OC1=CC(=NC=C1)NC(OC1COC1)=O)N=C(N2C)NC=2C=C1N(N2)CCC12CCC2